C1(CC1)C1=CC=C(C=C1)C1=CN=C(O1)NC=1C=CC(=NC1)C#N 5-((5-(4-Cyclopropylphenyl)oxazol-2-yl)amino)picolinonitrile